BrC=1C=NC(=NC1)S(=O)(=O)C 5-bromo-2-(methylsulfonyl)pyrimidine